C(C)(C)(C)OC(=O)N1C2CN(CC1C2)C(CCC(=O)O)=O 4-(6-(tert-butoxycarbonyl)-3,6-diazabicyclo[3.1.1]heptan-3-yl)-4-oxobutanoic acid